7-(5-chloro-2-(2-(5-cyano-8-fluoro-2-methyl-4-oxopyrido[3,4-d]pyrimidin-3(4H)-yl)ethoxy)phenyl)thieno[3,2-b]pyridine-3-carboxylic acid ClC=1C=CC(=C(C1)C1=C2C(=NC=C1)C(=CS2)C(=O)O)OCCN2C(=NC1=C(C2=O)C(=CN=C1F)C#N)C